[2H]C1=C(C(=C2C(=C1[2H])C3=C(C(=C(C(=C3O2)[2H])[2H])[2H])[2H])[2H])[2H] Dibenzofuran-d8